FC1=CC=C(C=C1)C=1C=C2C(=NC=NC2=C(C1)OC)NCC1=NC=NN1C 6-(4-fluorophenyl)-8-methoxy-N-((1-methyl-1H-1,2,4-triazol-5-yl)methyl)quinazolin-4-amine